C[C@@H]1O[C@@H](CN([C@@H]1CNC1=NC=C(C=C1)C(F)(F)F)C(=O)C1=C(C=CC(=C1)C)C=1N=NN(N1)C)C ((2S,3R,6R)-2,6-Dimethyl-3-(((5-(trifluoromethyl)pyridin-2-yl)amino)methyl)morpholino)(5-methyl-2-(2-methyl-2H-tetrazol-5-yl)phenyl)methanone